1-(2-((2-((2-methoxyethyl)carbamoyl)-4-methylthiophen-3-yl)amino)-2-oxoethyl)-1-(2-((4-methylisoxazol-3-yl)amino)-2-oxoethyl)azepan-1-ium formate C(=O)[O-].COCCNC(=O)C=1SC=C(C1NC(C[N+]1(CCCCCC1)CC(=O)NC1=NOC=C1C)=O)C